CCO[Si](CO)OCC oxymethyldiethoxysilane